C1(=C(CCC1)C(=O)O)C(=O)O cyclopentene-1,2-dicarboxylic acid